(1s,3s)-3-(2-(trifluoromethyl)-1H-pyrrolo[2,3-b]pyridin-1-yl)cyclobutyl ((2-(2,6-dioxopiperidin-3-yl)-4-fluoro-3-oxoisoindolin-5-yl)methyl)carbamate O=C1NC(CC[C@@H]1N1CC2=CC=C(C(=C2C1=O)F)CNC(OC1CC(C1)N1C(=CC=2C1=NC=CC2)C(F)(F)F)=O)=O